bis(aminomethyl)pyrrolidine NCC1N(CCC1)CN